tert-butyl 6-([1-[5-chloro-4-([1-methyl-3-[(methylcarbamoyl) methoxy]-2-oxoquinolin-6-yl] amino) pyrimidin-2-yl] piperidin-4-yl] methyl)-2,6-diazaspiro[3.3]heptane-2-carboxylate ClC=1C(=NC(=NC1)N1CCC(CC1)CN1CC2(CN(C2)C(=O)OC(C)(C)C)C1)NC=1C=C2C=C(C(N(C2=CC1)C)=O)OCC(NC)=O